N-[(5-Chlorothiophen-2-yl)methyl]-3-(4-methansulfonylpiperazin-2-yl)-1-(1,3-thiazol-4-carbonyl)-1H-pyrazol-5-amin ClC1=CC=C(S1)CNC1=CC(=NN1C(=O)C=1N=CSC1)C1NCCN(C1)S(=O)(=O)C